CC(C)NC(O[C@H]1C[C@H](CC1)C1=NNC(=C1)NC=1C=C2CNC(C2=CC1)=O)=O (1R,3S)-3-{5-[(1-oxo-2,3-dihydro-1H-isoindol-5-yl)amino]-1H-pyrazol-3-yl}cyclopentyl N-(propan-2-yl)carbamate